2,6-Difluoro-N-(6-(5-methyl-3-(4-methyl-5-oxo-4,5-dihydro-1,3,4-oxadiazol-2-yl)-1H-pyrazol-1-yl)pyridin-3-yl)benzamide FC1=C(C(=O)NC=2C=NC(=CC2)N2N=C(C=C2C)C=2OC(N(N2)C)=O)C(=CC=C1)F